O=C(C(=O)N)CCC(C(=O)N)NC(=O)[C@@H]1CNCC1 2-oxo-5-((S)-pyrrolidin-3-carboxamido)hexandiamid